methyl 4-(1,5-dimethylpyrazol-4-yl)quinoline-2-carboxylate CN1N=CC(=C1C)C1=CC(=NC2=CC=CC=C12)C(=O)OC